ClC=1C(=NC=C(C1)NC(=O)C1=C(C(=NS1)C1=CC=CC=C1)C1CC1)C(=O)O 3-chloro-5-(4-cyclopropyl-3-phenylisothiazole-5-carboxamido)picolinic acid